3-ethyl-2,4-pentanediol di-n-butylbenzoate C(CCC)C=1C(=C(C(=O)OC(C)C(C(C)O)CC)C=CC1)CCCC